5-([1,2,4]triazolo[1,5-a]pyridin-6-yl)-N-(4-((1,1-dioxidotetrahydrothiophen-3-yl)amino)phenyl)-1-(6-methylpyridin-2-yl)-1H-pyrazole-3-carboxyamide N=1C=NN2C1C=CC(=C2)C2=CC(=NN2C2=NC(=CC=C2)C)CC(=O)NC2=CC=C(C=C2)NC2CS(CC2)(=O)=O